FC1(CCCCC1)CN1CCCCC1 1-((1-fluorocyclohexyl)methyl)piperidin